O=C1N(CCC(N1)=O)C=1C=NN2C1C=CC(=C2)CC=O [3-(2,4-dioxo-1,3-diazinan-1-yl)pyrazolo[1,5-a]pyridin-6-yl]acetaldehyde